N=1N(N=CC1)C=1C=CC(=NC1)O[C@H]1C[C@H](N(C1)C1=NC=C(CN[C@@H](CC(=O)O)C2=CC=C(C=C2)S(=O)(=O)CC)C=C1)COC(F)F (S)-3-(6-((2S,4S)-4-((5-(2H-1,2,3-triazol-2-yl)pyridine-2-yl)oxy)-2-((difluoromethoxy)methyl)pyrrolidin-1-yl)nicotinylamino)-3-(4-(ethylsulfonyl)phenyl)propionic acid